8-chloro-6-(difluoromethyl)-2-(methylsulfanyl)pyrido[3,4-d]pyrimidine ClC1=NC(=CC2=C1N=C(N=C2)SC)C(F)F